C(C)(=O)NC1=CC=C(C(=O)NC2=CC=C(C=C2)C2=NC3=C(N2)C=C(C=C3)NC(C3=CC=C(C=C3)NC(C)=O)=O)C=C1 4-(acetylamino)-N-[4-[6-[[4-(acetylamino)benzoyl]amino]-1H-benzimidazol-2-yl]phenyl]-Benzamide